2-methylpropionamidine HCl Cl.CC(C(=N)N)C